dibutyl ((4-aminopiperidin-1-yl) methyl) phosphate P(=O)(OCCCC)(OCCCC)OCN1CCC(CC1)N